C1(CCCCC1)C(=O)OC(C)N (1-aminoethyl) cyclohexane-1-carboxylate